dodecacarbonyl-cobalt tetracobalt [Co].[Co].[Co].[Co].C(=O)=[Co](=C=O)(=C=O)(=C=O)(=C=O)(=C=O)(=C=O)(=C=O)(=C=O)(=C=O)(=C=O)=C=O